C(C)(C)(C)OC(=O)N1CC(NCC1)CCOC1=C2C(NC(=NC2=C(C(=C1Cl)Br)F)Cl)=O 3-(2-((7-bromo-2,6-dichloro-8-fluoro-4-oxo-3,4-dihydroquinazolin-5-yl)oxy)ethyl)piperazine-1-carboxylic acid tert-butyl ester